C(C(=C)C)(=O)OCCC[Si](O[Si](C)(C)C)(C)C 3-methacryloxypropyl-pentamethyl-disiloxane